(R)-5-bromo-1-(1-(naphthalen-2-yl)ethyl)-1H-indazole-7-carboxylic acid methyl ester COC(=O)C=1C=C(C=C2C=NN(C12)[C@H](C)C1=CC2=CC=CC=C2C=C1)Br